Ethyl (2S,4R)-4-(2-(4-((7-((S)-2-ethyl-3-methylbutyl)-7H-pyrrolo[2,3-d]pyrimidin-2-yl)amino)-1H-pyrazol-1-yl)acetoxy)-1-methylpyrrolidine-2-carboxylate C(C)[C@H](CN1C=CC2=C1N=C(N=C2)NC=2C=NN(C2)CC(=O)O[C@@H]2C[C@H](N(C2)C)C(=O)OCC)C(C)C